tertbutyl (6-((4-(5-isopropoxypyridin-2-yl)thiazol-2-yl)amino)-5-(trifluoromethyl)pyridin-3-yl)(methyl)carbamate C(C)(C)OC=1C=CC(=NC1)C=1N=C(SC1)NC1=C(C=C(C=N1)N(C(OC(C)(C)C)=O)C)C(F)(F)F